C1(CC1)C=1N=NN(C1)[C@@H]1NCCC1C (2S,4R)-2-(4-cyclopropyl-1H-1,2,3-triazol-1-yl)-3-methylpyrrolidine